((6-methoxypyridin-3-yl)methylene)-3-azabicyclo[3.1.0]-6-hexylamine COC1=CC=C(C=N1)C=NC1C2CNCC12